1-(2,3,7,10-tetrahydro-8H-[1,4]dioxino[2,3-h]isochromen-10-yl)methanamine O1CCOC=2C=CC=3CCOC(C3C21)CN